O[C@@H]1[C@H]2[C@@H]([C@H]([C@@H](C1)O2)C(=O)NC2=CC(=C(C=C2)N2CCOCC2)C(F)(F)F)C2=CC(=CC=C2)C(F)(F)F |r| rac-(1r,2r,3s,4r,5s)-5-hydroxy-N-(4-morpholino-3-(trifluoromethyl)phenyl)-3-(3-(trifluoromethyl)phenyl)-7-oxabicyclo[2.2.1]heptane-2-carboxamide